Ethyl (Z)-5-(4-(2-(2-(2-(2-aminoacetamido)acetamido)acetamido)ethoxy)-3-hydroxybenzylidene)-4-oxo-2-(phenylamino)-4,5-dihydrothiophene-3-carboxylate NCC(=O)NCC(=O)NCC(=O)NCCOC1=C(C=C(\C=C/2\C(C(=C(S2)NC2=CC=CC=C2)C(=O)OCC)=O)C=C1)O